N-((9-β-D-ribofuranosylpurine-6-yl)N-methylcarbamoyl)threonine [C@@H]1([C@H](O)[C@H](O)[C@H](O1)CO)N1C2=NC=NC(=C2N=C1)N(C(=O)N[C@@H]([C@H](O)C)C(=O)O)C